NC1=NC=C(C2=C1C(=NN2C(C)C)C2=CC(=C(C=C2)NS(=O)(=O)C2=C(C=CC=C2)F)F)C2CCC(CC2)NC2COC2 N-(4-(4-amino-1-isopropyl-7-((1s,4s)-4-(oxetan-3-ylamino)cyclohexyl)-1H-pyrazolo[4,3-c]pyridin-3-yl)-2-fluorophenyl)-2-fluorobenzenesulfonamide